1-(tert-butyl) 2-methyl 6-(1-((5-(5-(difluoromethyl)-1,3,4-oxadiazole-2-yl)pyridine-2-yl)methyl)-3-methyl-2-oxo-2,3-dihydro-1H-benzo[d]imidazole-5-yl)-1H-indole-1,2-dicarboxylate FC(C1=NN=C(O1)C=1C=CC(=NC1)CN1C(N(C2=C1C=CC(=C2)C2=CC=C1C=C(N(C1=C2)C(=O)OC(C)(C)C)C(=O)OC)C)=O)F